OC[C@@H]1COCC(CN1)=O (R)-3-(hydroxymethyl)-1,4-oxazepan-6-one